3-amino-6-(2,6-difluorophenyl)pyrazine-2-carboxylic acid NC=1C(=NC(=CN1)C1=C(C=CC=C1F)F)C(=O)O